azadibenzothiopheneOne N1=CC=CC=2S(C3=C(C21)C=CC=C3)=O